ClC1=NC(=C2N=CN(C2=N1)C1CCCCC1)C 2-chloro-9-cyclohexyl-6-methyl-9H-purine